ClC1=C(C(=O)NC2CC2)C=C(C=C1)C=1C=NN(C1)C=1N(N=C(C1C(F)(F)F)OCC(C(C(F)(F)F)(F)F)(F)F)C 2-chloro-N-cyclopropyl-5-[1-[5-(2,2,3,3,4,4,4-heptafluorobutoxy)-2-methyl-4-(trifluoromethyl)pyrazol-3-yl]pyrazol-4-yl]benzamide